N-2-methoxyethyl-6-[3-(4-mesyl-2-anisidino)-1-propynyl]-1-(2,2,2-trifluoroethyl)-1H-benzo[d]imidazole-4-carboxamide COCCNC(=O)C1=CC(=CC=2N(C=NC21)CC(F)(F)F)C#CCNC=2C(OC)=CC=C(C2)S(=O)(=O)C